8-[(2,5-difluoro-4-methylphenyl)methyl]imidazo[1,2-a]pyrazine-6-carboximidamide FC1=C(C=C(C(=C1)C)F)CC=1C=2N(C=C(N1)C(N)=N)C=CN2